bis(2,4,5,6-tetrabromophenyl)disulfide BrC1=C(C(=C(C(=C1)Br)Br)Br)SSC1=C(C=C(C(=C1Br)Br)Br)Br